C(=O)O.NCCN1C(C2(CCN(CC2)C2=C(C=C(C=C2)Cl)C(F)(F)F)C=2C=CC(=NC2C1)C=1C(=NC=CC1)OCC)=O 7-(2-aminoethyl)-1'-[4-chloro-2-(trifluoromethyl)phenyl]-2-(2-ethoxypyridin-3-yl)spiro[8H-1,7-naphthyridine-5,4'-piperidine]-6-one formate salt